C(C1=CC=CC=C1)N1CCC(CC1)N(C(CCC)=O)C1=C(C=C(C=C1C)C)C N-(1-benzylpiperidin-4-yl)-N-(2,4,6-trimethylphenyl)butanamide